O[C@@H]1[C@H]([C@H](CC1)N1C(C(=CC2=C1N=C(N=C2)NC2CCN(CC2)S(=O)(=O)C([2H])([2H])[2H])C([2H])([2H])[2H])=O)C (+)-8-((1S,2S,3S)-3-hydroxy-2-methylcyclopentyl)-6-(methyl-d3)-2-((1-((methyl-d3)sulfonyl)piperidin-4-yl)amino)pyrido[2,3-d]pyrimidin-7(8H)-one